bis(10-hydroxybenzo[H]quinolinyl)beryllium OC1=CC=CC2=CC=C3C=CC(=NC3=C21)[Be]C2=NC1=C3C(=CC=C1C=C2)C=CC=C3O